(1R,3S)-3-(3-(2-(3-hydroxy-2-((E)-(isopropylimino)methyl)-5-methoxyphenoxy)acetamido)-1H-pyrazol-5-yl)cyclopentyl propylcarbamate C(CC)NC(O[C@H]1C[C@H](CC1)C1=CC(=NN1)NC(COC1=C(C(=CC(=C1)OC)O)/C=N/C(C)C)=O)=O